C(C)(C)C1=C(C=CC=C1)C=1C=C2C(=CN1)NC=C2NC2=CC=C(C=C2)C=2N(C=C(N2)C(F)(F)F)C 5-(2-isopropylphenyl)-N-[4-[1-methyl-4-(trifluoromethyl)imidazol-2-yl]phenyl]-1H-pyrrolo[2,3-c]pyridin-3-amine